C(C)C=1C(=CC=C2C=C(C=C(C12)C1=C(C=2N=C(N=C(C2C=N1)N1C[C@@](CCC1)(O)C)OCC1(CC1)CN1CCCC1)F)O)F (3R)-1-[7-(8-ethyl-7-fluoro-3-hydroxy-1-naphthyl)-8-fluoro-2-[[1-(pyrrolidin-1-ylmethyl)cyclopropyl]methoxy]pyrido[4,3-d]pyrimidin-4-yl]-3-methyl-piperidin-3-ol